FC=1C(=NC=C(C1)F)CNC(=O)C1=CN=C(S1)N1CCC(CCC1)N1C[C@@H](CCC1)C N-[(3,5-Difluoropyridin-2-yl)methyl]-2-{4-[(3R)-3-methylpiperidin-1-yl]azepan-1-yl}-1,3-thiazole-5-carboxamide